methyl-1,3-cyclopentanedione CC1C(CCC1=O)=O